tert-butyl (2S)-2-{[(4-{3-[(3-chloro-2-methylphenyl)amino]-4-oxo-1H,5H,6H,7H-pyrrolo[3,2-c]pyridin-2-yl}pyridin-3-yl)oxy]methyl}pyrrolidine-1-carboxylate ClC=1C(=C(C=CC1)NC1=C(NC2=C1C(NCC2)=O)C2=C(C=NC=C2)OC[C@H]2N(CCC2)C(=O)OC(C)(C)C)C